4-amino-N,3,7-trimethyl-N-((5-(trifluoromethyl)-2-pyridinyl)methyl)-3H-pyrazolo[3,4-c]quinoline-8-carboxamide NC1=NC=2C=C(C(=CC2C2=C1N(N=C2)C)C(=O)N(CC2=NC=C(C=C2)C(F)(F)F)C)C